N-[1-[5-bromo-2-[5-(2,2,2-trifluoroethoxy)-2-pyridyl]-1,2,4-triazol-3-yl]ethyl]-3-(difluoromethyl)-5-(trifluoromethyl)benzamide BrC=1N=C(N(N1)C1=NC=C(C=C1)OCC(F)(F)F)C(C)NC(C1=CC(=CC(=C1)C(F)(F)F)C(F)F)=O